ClC1=NC=C(C(=C1)C1=C(C=NC(=C1)C)C(=O)NC=1SC2=C(N1)CC[C@H](C2)C(=O)N[C@H]2[C@H](CC2)O)OC (R)-2-(2'-chloro-5'-methoxy-6-methyl-[4,4'-bipyridine]-3-carboxamido)-N-((1R,2S)-2-hydroxycyclobutyl)-4,5,6,7-tetrahydrobenzo[d]thiazole-6-carboxamide